ClC=1N=NC(=C2C1C=NC=C2)N[C@H]2[C@H](COCC2)O (3R,4R)-4-[(4-chloropyrido[3,4-d]pyridazin-1-yl)amino]tetrahydropyran-3-ol